1-{6-Benzyl-3,3-dimethyl-1H,2H,3H-pyrrolo[3,2-b]pyridin-1-yl}-2-[(2R,5R)-5-methyl-2-[(morpholin-4-yl)carbonyl]piperazin-1-yl]ethan C(C1=CC=CC=C1)C=1C=C2C(=NC1)C(CN2CCN2[C@H](CN[C@@H](C2)C)C(=O)N2CCOCC2)(C)C